4-(1H-pyrazol-3-yl)benzamide Titanium [Ti].N1N=C(C=C1)C1=CC=C(C(=O)N)C=C1